CN1C=C(C(C2=CC=CC=C12)=O)CN[C@@H]1CN(CCC1)C=1C=NC=CC1 1-methyl-3-({[(3s)-1-(pyridin-3-yl)piperidin-3-yl]amino}methyl)-1,4-dihydroquinolin-4-one